9H-fluoren-9-ylmethyl N-(2-aminoethyl)carbamate hydrochloride Cl.NCCNC(OCC1C2=CC=CC=C2C=2C=CC=CC12)=O